(R)-2-(2-methylpiperazin-1-yl)ethan-1-ol (1S)-2,2,2-trifluoro-1-phenylethyl-(3R)-4-(2'-ethoxy-6-{[(3R)-pyrrolidin-3-yl]carbamoyl}-[2,3'-bipyridin]-5-yl)-3-ethylpiperazine-1-carboxylate FC([C@@H](C1=CC=CC=C1)C1N(CCN([C@@H]1CC)C=1C=CC(=NC1C(N[C@H]1CNCC1)=O)C=1C(=NC=CC1)OCC)C(=O)OCCN1[C@@H](CNCC1)C)(F)F